N-ethyl-3H-imidazo[4,5-b]Pyridin-7-amine C(C)NC1=C2C(=NC=C1)NC=N2